C(C)(C)N1CCN(CC1)C1=C(C=C(C=C1)C=1CC[C@@H](CN1)C)C |r| 1-Isopropyl-4-[2-methyl-4-[rac-(3S)-3-methyl-2,3,4,5-tetrahydropyridin-6-yl]phenyl]piperazine